C1(CC1)CN1CCC(CC1)NC(=O)C1=NOC(=C1)C1=C(C=C(C=C1)F)F (3S,4S)-1-Cyclopropylmethyl-4-{[5-(2,4-difluorophenyl)-isoxazol-3-carbonyl]-amino}-piperidin